N-methoxy-3-(2-methoxyvinyl)-N-methylbenzamide CON(C(C1=CC(=CC=C1)C=COC)=O)C